C(#N)C=1C=NC(=C(C(=O)N[C@@H](C)C2=CC=C(C=C2)F)C1)NCC1=CC=C(C=C1)C=1C=C2C(=NC1)NC(=N2)C (S)-5-cyano-N-(1-(4-fluorophenyl)ethyl)-2-(4-(2-methyl-3H-imidazo[4,5-b]pyridin-6-yl)benzylamino)nicotinamide